FC1(CN(C1)CC1=CC=C2C(=N1)SC(=C2)C(=O)O)F 6-((3,3-Difluoroazetidin-1-yl)methyl)thieno[2,3-b]pyridine-2-carboxylic acid